FC1=C(C=CC=C1F)COC1=NC(=NC(=N1)C1=CC=C2C=NNC2=C1)N 4-[(2,3-difluorophenyl)methoxy]-6-(1H-indazol-6-yl)-1,3,5-triazin-2-amine